3-(3,5-dichloro-2-fluoro-4-(2-fluoro-4-hydroxy-3-isopropylbenzyl)phenyl)-N,N-dimethylpropionamide ClC=1C(=C(C=C(C1CC1=C(C(=C(C=C1)O)C(C)C)F)Cl)CCC(=O)N(C)C)F